(3aS,7aS)-7a-methyl-2-(4-nitrophenoxy)hexahydrobenzo[d][1,3,2]oxathiaphosphole 2-sulfide C[C@]12[C@@H](SP(O1)(OC1=CC=C(C=C1)[N+](=O)[O-])=S)CCCC2